C(C)OC(=O)C=1N(C=C(C1C)C1=CC(=CC=C1)Cl)C1=CC=CC=C1 4-(3-chlorophenyl)-3-methyl-1-phenyl-1H-pyrrole-2-carboxylic acid ethyl ester